Amino-N-methylacetanilide NCC(=O)N(C1=CC=CC=C1)C